BrC1=CC(=C2C=NC(=NN21)NC2CCN(CC2)C2COC2)C2=CC=C1C(=N2)N(C(=N1)C)CC(F)F 7-bromo-5-(3-(2,2-difluoroethyl)-2-methyl-3H-imidazo[4,5-b]pyridin-5-yl)-N-(1-(oxetan-3-yl)piperidin-4-yl)pyrrolo[2,1-f][1,2,4]triazin-2-amine